C(=O)(O)C1=C2C=CC=NC2=C(C=C1)O 5-Carboxy-8-hydroxyquinoline